FC(C1=C(C=C(C=C1)C=1N=C(SC1)N)F)F 4-(4-(difluoromethyl)-3-fluorophenyl)thiazol-2-amine